NC1=C(SC2=NC(=CN=C21)C)C(=O)NC2CC=1C=C(C(=NC1CC2)N2CC(C(C2)NC)OC)F 7-amino-N-{3-fluoro-2-[3-methoxy-4-(methylamino)pyrrolidin-1-yl]-5,6,7,8-tetrahydroquinolin-6-yl}-3-methylthieno[2,3-b]pyrazine-6-carboxamide